2-tert-Butylcatechol C(C)(C)(C)C1(C(O)C=CC=C1)O